3-(3-(5-(tert-butyl)thiazol-2-yl)cyclopentyl)-3-oxopropanenitrile C(C)(C)(C)C1=CN=C(S1)C1CC(CC1)C(CC#N)=O